FC1=C(C=C(N)C=C1)N1N=C2N=CC(=CC2=C1)C1=NC=CC=C1C 4-fluoro-3-(5-(3-methylpyridin-2-yl)-2H-pyrazolo[3,4-b]pyridin-2-yl)aniline